[Cl-].[Cl-].C1(=CC=C(C=C1)C(=[Zr+2](C1=C(C(=CC=2C3=CC(=C(C=C3CC12)C(C)(C)C)C(C)(C)C)C(C)(C)C)C(C)(C)C)C1C=CC=C1)C1=CC(=CC=C1)C(F)(F)F)C (p-tolyl)(m-trifluoromethyl-phenyl)methylene(cyclopentadienyl)(2,3,6,7-tetra-tert-butylfluorenyl)zirconium dichloride